2-(3-chloro-5-fluorophenyl)-5-(1-methyl-1H-pyrazol-4-yl)-N4-(4-(piperidin-4-yl)phenyl)pyrimidine-2,4-diamine ClC=1C=C(C=C(C1)F)C1(NC=C(C(=N1)NC1=CC=C(C=C1)C1CCNCC1)C=1C=NN(C1)C)N